BrC=1C=CC(=NC1)N1C[C@H](O[C@H](C1)C)C (2R,6S)-4-(5-bromo-2-pyridyl)-2,6-dimethyl-morpholine